C(CCC)C1CCC(CC1)C(=O)O[C@@H]1[C@](O[C@H](C1)N1C2=NC(=NC(=C2N=C1)N)Cl)(CO)C#C (2R,3S,5R)-5-(6-amino-2-chloro-9H-purin-9-yl)-2-ethynyl-2-(hydroxymethyl)tetrahydrofuran-3-yl (1s,4S)-4-butylcyclohexane-1-carboxylate